FC(C1=CC=C(C=C1)C=1C=CC(=NC1)N1CCN(CC1)C(=O)O)(F)F 4-(5-(4-(Trifluoromethyl)phenyl)pyridin-2-yl)piperazine-1-carboxylic acid